(R)-1-(3-bromo-5-(2-methylpyrrolidin-1-yl)phenyl)-N,N-dimethylamine BrC=1C=C(C=C(C1)N1[C@@H](CCC1)C)CNC